tert-butyl N-[2-[(2S)-2-(tert-butoxycarbonylamino)-1-hydroxy-cyclohexyl]-3,5-dichloro-thieno[3,2-b]pyridin-7-yl]-N-(2-thienylmethyl)carbamate C(C)(C)(C)OC(=O)N[C@@H]1C(CCCC1)(O)C1=C(C2=NC(=CC(=C2S1)N(C(OC(C)(C)C)=O)CC=1SC=CC1)Cl)Cl